N-propyl-N-octyl-toluidine C(CC)N(C=1C(=CC=CC1)C)CCCCCCCC